bis(β-hydroxyethyl)terephthalate OCCOC(C1=CC=C(C(=O)OCCO)C=C1)=O